[Cl-].C(C1=CC=CC=C1)[N+](CCOCCOC1=CC=C(C=C1)C(C)(CC(C)(C)C)C)(C)C N-benzyl-N,N-dimethyl-2-{2-[4-(2,4,4-trimethylpentan-2-yl)phenoxy]ethoxy}ethanaminium chloride